3,9-difluoro-12-(2-piperidin-1-ylethyl)-12,13-dihydro-5H-indolo[2,3-a]pyrrolo[3,4-c]carbazole-5,7(6H)-dione FC1=CC2=C(C=C1)NC1=C2C2=C(C=3C4=CC(=CC=C4N(C13)CCN1CCCCC1)F)C(NC2=O)=O